BrC1=C(C(=CC(=C1O)Br)/C=N/C1=CC2=C(NC(=N2)C2=CC(=C(C=C2)O)OC)C=C1)O (E)-2,4-dibromo-6-(((2-(4-hydroxy-3-methoxyphenyl)-1H-benzo[d]imidazol-5-yl)imino)methyl)benzene-1,3-diol